C(C)OS(=O)(=O)[O-].C(C)[NH+](C)C N-ethyl-N,N-dimethyl-ammonium ethyl-sulfate